8-(4-chloro-2-fluorophenyl)-6-[(2R,4R)-2-(1-cyclopropyl-1H-pyrazol-4-yl)oxan-4-yl]-2,3-dimethyl-3H,4H-pyrimido[5,4-d][1,3]diazin-4-one ClC1=CC(=C(C=C1)C1=NC(=NC2=C1N=C(N(C2=O)C)C)[C@H]2C[C@@H](OCC2)C=2C=NN(C2)C2CC2)F